methyl 4-methoxy-3,5-di(dimethylamino)benzoate COC1=C(C=C(C(=O)OC)C=C1N(C)C)N(C)C